NC1=C2NC(N(C2=NC(=N1)OCCCC)CCCN(CCCN1CCOCC1)CC=1C=C(C=CC1)CC(=O)OC)=O methyl [3-({[3-(6-amino-2-butoxy-8-oxo-7,8-dihydro-9H-purin-9-yl)propyl][3-(4-morpholinyl)propyl]-amino}methyl)phenyl]acetate